N1(CCNCC1)C (piperazin-1-yl)methan